2-[(butoxycarbonyl) amino]ethyl methacrylate C(C(=C)C)(=O)OCCNC(=O)OCCCC